3-(p-toluenesulfonylhydrazono)azetidine-1-carboxylic acid tert-butyl ester C(C)(C)(C)OC(=O)N1CC(C1)=NNS(=O)(=O)C1=CC=C(C)C=C1